(S,E)-methyl 5-(1-(1-(2-(2-adamantylamino)-2-oxoethyl)-2-oxo-1,2-dihydropyridin-3-ylamino)-7-methoxy-1,7-dioxohept-5-en-2-ylcarbamoyl)nicotinate C12C(C3CC(CC(C1)C3)C2)NC(CN2C(C(=CC=C2)NC([C@H](CC\C=C\C(=O)OC)NC(=O)C=2C=NC=C(C(=O)OC)C2)=O)=O)=O